neodymium (1-methylheptyl) (2-ethylhexyl) phosphate P(=O)(OC(CCCCCC)C)(OCC(CCCC)CC)[O-].[Nd+3].CC(CCCCCC)OP(=O)(OCC(CCCC)CC)[O-].CC(CCCCCC)OP(=O)(OCC(CCCC)CC)[O-]